ClC1=NC=C(C(=N1)NC1=CC=C2N(C(C(NC2=C1)=O)=O)C)Cl 7-[(2,5-dichloropyrimidin-4-yl)amino]-4-methyl-1H-quinoxaline-2,3-dione